4-(difluoromethoxy)-3-[(pyrimidin-5-yl)ethynyl]benzoic acid FC(OC1=C(C=C(C(=O)O)C=C1)C#CC=1C=NC=NC1)F